COC1=C(C=C(C=C1)OC)CC(CO)NC(OC(C)(C)C)=O tert-butyl (1-(2,5-dimethoxyphenyl)-3-hydroxypropan-2-yl)carbamate